N-[(2R)-5-[[(1R,2S)-2-(4-Fluorophenyl)cyclopropyl]amino]-1-(4-methylpiperazin-1-yl)-1-oxopentan-2-yl]-4-(1H-1,2,3-triazol-1-yl)benzamide FC1=CC=C(C=C1)[C@H]1[C@@H](C1)NCCC[C@H](C(=O)N1CCN(CC1)C)NC(C1=CC=C(C=C1)N1N=NC=C1)=O